(4S,5R)-5-[3,5-bis(trifluoromethyl)phenyl]-4-methyl-2-oxo-N-(quinoxalin-5-ylmethyl)-1,3-oxazolidine-3-carboxamide FC(C=1C=C(C=C(C1)C(F)(F)F)[C@@H]1[C@@H](N(C(O1)=O)C(=O)NCC1=C2N=CC=NC2=CC=C1)C)(F)F